N-acetylglucosaminyl-N-acetylmuramyl-L-alanyl-D-isoglutamine C(C)(=O)N([C@@](CC1[C@H](N)[C@@H](O)[C@H](O)[C@H](O1)CO)(C(=O)N[C@H](CCC(=O)O)C(N)=O)C1[C@H](N)[C@@H](O[C@@H](C(=O)O)C)[C@H](O)[C@H](O1)CO)C(C)=O